C[C@H]1CC[C@H](CN1C(CC1=CC(=CC=C1)[N+](=O)[O-])=O)C(=O)O (3R,6S)-6-methyl-1-(2-(3-nitrophenyl)acetyl)piperidine-3-carboxylic acid